C(C)(C)(C)C=1C=C(C=C(C1O)N1N=C2C(=N1)C=CC(=C2)Cl)CCC(=O)O 3-[3-tert-butyl-5-(5-chlorobenzotriazol-2-yl)-4-hydroxy-phenyl]propanoic acid